C[C@H]1COC[C@@H](N1CC=1N(C2=CC(=CC=C2C(C1)=O)C1=NC(=NC=C1F)N[C@@H]1C[C@H]2CO[C@@H]([C@H]1O)O2)C(C)C)C 2-(((3S,5S)-3,5-dimethylmorpholino)methyl)-7-(5-fluoro-2-(((1S,3R,4S,5R)-4-hydroxy-6,8-dioxabicyclo[3.2.1]octan-3-yl)amino)pyrimidin-4-yl)-1-isopropylquinolin-4(1H)-one